2,4-dichloro-7-(4-ethylpiperazin-1-yl)quinazoline ClC1=NC2=CC(=CC=C2C(=N1)Cl)N1CCN(CC1)CC